(2E,4E)-N-((1R,2S)-1-hydroxy-3-(((5S,8S,10S,E)-10-hydroxy-5-methyl-2,7-dioxo-1,6-diazacyclododec-3-en-8-yl)amino)-3-oxo-1-phenylpropan-2-yl)-11-methyldodeca-2,4-dienamide O[C@@H]([C@@H](C(=O)N[C@@H]1C(N[C@H](/C=C/C(NCC[C@@H](C1)O)=O)C)=O)NC(\C=C\C=C\CCCCCC(C)C)=O)C1=CC=CC=C1